(R)-3-(2,6-difluoro-4-(piperidin-4-yl)phenyl)piperidine-2,6-dione FC1=C(C(=CC(=C1)C1CCNCC1)F)[C@@H]1C(NC(CC1)=O)=O